2-(10-iodo-3-methylpyrimidino[5',4':5,6]pyrano[4,3-f]indazol-8(6H)-yl)acetic acid tert-butyl ester C(C)(C)(C)OC(CN1N=C(C=2C=C3C(=CC12)COC1=C3C=NC(=N1)C)I)=O